FC1(CCOC12CCC(CC2)NC(=O)[C@H]2CCN(C1(CC1)C2)C(=O)C2=NNC(=C2)C2=CC(=NC=C2F)C)F (S)-N-((5R,8s)-4,4-difluoro-1-oxaspiro[4.5]decan-8-yl)-4-(5-(5-fluoro-2-methylpyridin-4-yl)-1H-pyrazole-3-carbonyl)-4-azaspiro[2.5]octane-7-carboxamide